tert-Butyl (1-((3aR,4R,6R,6aR)-6-(hydroxymethyl)-2,2-dimethyltetrahydrofuro[3,4-d][1,3]dioxol-4-yl)-1H-pyrazolo[3,4-d]pyrimidin-4-yl)carbamate OC[C@H]1O[C@H]([C@H]2[C@@H]1OC(O2)(C)C)N2N=CC=1C2=NC=NC1NC(OC(C)(C)C)=O